2,4,6-Tris-(dimethylaminomethyl)phenol CN(C)CC1=C(C(=CC(=C1)CN(C)C)CN(C)C)O